C(C)(=O)OCCC=1C(=NC=C(C1)N(C)C=1C=C2C(=NC(=NC2=CC1)C)N[C@H](C)C1=CC(=CC=C1)C(CO[Si](C)(C)C(C)(C)C)(F)F)OC (R)-2-(5-((4-((1-(3-(2-((tert-butyldimethylsilyl)oxy)-1,1-difluoroethyl)phenyl)ethyl)amino)-2-methylquinazolin-6-yl)(methyl)amino)-2-methoxypyridin-3-yl)ethyl acetate